C(C1=CC=CC=C1)OC=1C(=NC(=CN1)Cl)NC(N[C@H]1CN(CCC1)C(=O)OCC1=CC=CC=C1)=S benzyl (R)-3-(3-(3-(benzyloxy)-6-chloropyrazin-2-yl)thioureido)piperidine-1-carboxylate